4-((3-ethyl-2-oxo-4-thioxo-1,2,3,4-tetrahydroquinazolin-7-yl)methyl)-2'-fluoro-N-methyl-3,6-dihydro-2H-[1,3'-bipyridine]-6'-carboxamide C(C)N1C(NC2=CC(=CC=C2C1=S)CC=1CCN(CC1)C=1C(=NC(=CC1)C(=O)NC)F)=O